The molecule is a 3beta-hydroxy steroid, a 14beta-hydroxy steroid, a 19-oxo steroid and a steroid aldehyde. It derives from a hydride of a 5beta-cardanolide. C[C@]12CC[C@H]3[C@H]([C@]1(CC[C@@H]2C4=CC(=O)OC4)O)CC[C@H]5[C@@]3(CC[C@@H](C5)O)C=O